7-ethyl-2-methoxy-6,6a,7,8,9,10,12,13-octahydro-5H-6,9-methanopyrido[1,2-a]pyrido[2',3':4,5]pyrrolo[2,3-d]azepine formate C(=O)O.C(C)C1CC2CN3C1C(C1=C(CC3)C3=C(N1)C=CC(=N3)OC)C2